[3-(Piperazin-1-yl)oxetane-3-yl]methanol N1(CCNCC1)C1(COC1)CO